tri-(isopropylphenyl) phosphate P(=O)(OC1=C(C=CC=C1)C(C)C)(OC1=C(C=CC=C1)C(C)C)OC1=C(C=CC=C1)C(C)C